FC=1C=NC(=NC1)C=1C=C(C=CC1C)NC(=O)N1C2CC(CC1(C2)C=2OC(=NN2)C)C cis-N-(3-(5-fluoropyrimidin-2-yl)-4-methylphenyl)-3-methyl-1-(5-methyl-1,3,4-oxadiazol-2-yl)-6-azabicyclo[3.1.1]heptane-6-carboxamide